(R)-N-(4-benzyl-5-(4-((7-(3-(dimethylamino)propanamido)-4-oxoquinazolin-3(4H)-yl)methyl)-4-hydroxypiperidin-1-yl)-5-oxopentyl)-4-chloro-2-methylquinoline-7-carboxamide C(C1=CC=CC=C1)[C@@H](CCCNC(=O)C1=CC=C2C(=CC(=NC2=C1)C)Cl)C(=O)N1CCC(CC1)(O)CN1C=NC2=CC(=CC=C2C1=O)NC(CCN(C)C)=O